CCCCCCCCCCCCCCCCCCCCCCCC(=O)N[C@@H](COP(=O)([O-])O[C@@H]1[C@@H]([C@@H]([C@H]([C@@H]([C@H]1O[C@H]2[C@H]([C@H]([C@@H]([C@H](O2)CO)O)O)O)O)O)O)O)[C@@H](C(CCCCCCCCCCCCCC)O)O The molecule is a mannosylinositol phosphorylceramide(1-) having a tetracosanoyl group attached to the ceramide nitrogen, with hydroxylation at C-4 of the long-chain base. It is a conjugate base of a Man-beta1-2-Ins-1-P-Cer(t18:0/24:0).